NC=1N=C(C2=C(N1)NC=C2)OC2=CC=C(C=C2)NC(=O)N[C@@H](CC(N)=O)C(=O)O ((4-((2-amino-7H-pyrrolo[2,3-d]pyrimidin-4-yl)oxy)phenyl)carbamoyl)-L-asparagine